C(C)(C)(C)OC(=O)N1CC=C(CC1)C1=C(C(=CC=C1)Br)OCC(O)C1=CC=C(C=C1)Cl 4-(3-bromo-2-(2-(4-chlorophenyl)-2-hydroxyethoxy)phenyl)-5,6-dihydropyridine-1(2H)-carboxylic acid tert-butyl ester